FC=1SC=CC1C(=O)O 2-fluoro-3-thiophenecarboxylic acid